CN METHYLAMINE